N(=[N+]=[N-])[C@H]1CC[C@@]2(C3CC[C@@]4(C(=CCC4C3CC=C2C1)N1C=NC(=C1)[N+](=O)[O-])C)C 1-((3S,10R,13S)-3-azido-10,13-dimethyl-2,3,4,7,8,9,10,11,12,13,14,15-dodecahydro-1H-cyclopenta[a]phenanthren-17-yl)-4-nitro-1H-imidazole